C(C)OC(C(C(=O)OC(C)(C)C)(C)C)CO tert-butyl 3-ethoxy-4-hydroxy-2,2-dimethylbutanoate